titanium-titanium trichloride [Cl-].[Cl-].[Cl-].[Ti+4].[Ti+4]